Cl.N=1C=NN2C1C=C(C=C2)[C@H](C)N (S)-1-([1,2,4]triazolo[1,5-a]pyridin-7-yl)ethan-1-amine hydrochloride